(S)-1,1,1,5,5,5-hexafluoropentan-2-amine FC([C@H](CCC(F)(F)F)N)(F)F